lithium peroxydisulfate S(=O)(=O)([O-])OOS(=O)(=O)[O-].[Li+].[Li+]